C1(CC1)C=1C=CC=2N(C1)C(=CN2)C2=CC=CC(=N2)N[C@H]2CNC[C@@H]2C(F)(F)F 6-(6-cyclopropylimidazo[1,2-a]pyridin-3-yl)-N-((3R,4S)-4-(trifluoromethyl)pyrrolidin-3-yl)pyridin-2-amine